6'-(2-((3aS,4R,6aR)-4-(4-chloro-7H-pyrrolo[2,3-d]pyrimidin-7-yl)-2,2-dimethyl-3a,6a-dihydro-4H-cyclopenta[d][1,3]dioxol-6-yl)ethyl)-2'-(methylthio)spiro[cyclobutane-1,3'-indole] ClC=1C2=C(N=CN1)N(C=C2)[C@@H]2C=C([C@H]1OC(O[C@H]12)(C)C)CCC1=CC=C2C3(C(=NC2=C1)SC)CCC3